(E)-3-(2-(3-(2-((1,5-dimethyl-1H-pyrazol-3-yl)amino)-5-methylpyrimidin-4-yl)-1H-indol-7-yl)-1-oxoisoindolin-4-yl)-N-ethylacrylamide CN1N=C(C=C1C)NC1=NC=C(C(=N1)C1=CNC2=C(C=CC=C12)N1C(C2=CC=CC(=C2C1)/C=C/C(=O)NCC)=O)C